P(OC(=O)O)([O-])=O.P(OC(=O)O)([O-])=O dicarboxyl bisphosphonate